6-chloro-3-{7-oxo-6-oxa-2-azaspiro[3.4]oct-2-yl}pyridazine-4-carboxylic acid tert-butyl ester C(C)(C)(C)OC(=O)C1=C(N=NC(=C1)Cl)N1CC2(C1)COC(C2)=O